CC1=C(N=C2N(C1=O)C=CC=C2C2=CC=C(C=C2)C(=O)N2CCOCC2)C(F)(F)F 3-methyl-9-(4-(morpholin-4-ylcarbonyl)phenyl)-2-(trifluoromethyl)-4H-pyrido[1,2-a]pyrimidin-4-one